C(#N)C1=CC=C(C=C1)[C@H]1[C@@H](C1)N trans-2-(4-cyanophenyl)cyclopropylamine